COC1=C(C=C2C(CCNC2=C1)=O)N1N=C(C=2C=NC(=CC21)C=2C=NN1C2N=CC=C1)C 7-methoxy-6-(3-methyl-6-(pyrazolo[1,5-a]pyrimidin-3-yl)-1H-pyrazolo[4,3-c]pyridin-1-yl)-2,3-dihydroquinolin-4(1H)-one